S1C(=CC=C1)C(=O)[O-].[Mg+2].S1C(=CC=C1)C(=O)[O-] magnesium thiophenate